C(CCC)NC1=CC(N(C(N1C1=CC=C(C=C1)F)=O)C1=CC=C(C=C1)F)=O 6-butylamino-1,3-bis(4-fluorophenyl)pyrimidine-2,4(1H,3H)-dione